C(C)OC(=O)C=1N=CN(C1)C=1C=NC(=C(C1)C)N1CCC(CC1)(F)F.FC1(CCN(CC1)C1=C(C=C(C=N1)N1C=NC(=C1)C(=O)O)C)F 1-[6-(4,4-difluoropiperidin-1-yl)-5-methylpyridin-3-yl]imidazole-4-carboxylic acid Ethyl-1-[6-(4,4-difluoropiperidin-1-yl)-5-methylpyridin-3-yl]imidazole-4-carboxylate